7-[1-(2-hydroxyethyl)-1,2,3,6-tetrahydropyridin-4-yl]-2-(1-methyl-1H-indazol-5-yl)-4H-pyrido[1,2-a]pyrimidin-4-one OCCN1CCC(=CC1)C=1C=CC=2N(C(C=C(N2)C=2C=C3C=NN(C3=CC2)C)=O)C1